2,2-(ethylenedioxy)bis(ethylmaleimide) C(OC=1C(=O)NC(C1CC)=O)COC=1C(=O)NC(C1CC)=O